NC1=C(OC2=C(C=CC=C2)OC2=C(C=C(C=C2)N)N)C=CC(=C1)N 1,2-bis(2,4-diaminophenoxy)benzene